OCCCOCC=C hydroxypropylallylether